Cl.C1(CC1)CC1NCCC2=CC(=C(C=C12)NC=1C=NN(C1)C)F (cyclopropylmethyl)-6-fluoro-N-(1-methyl-1H-pyrazol-4-yl)-1,2,3,4-tetrahydroisoquinolin-7-amine hydrochloride